FC=1C=CC2=C(C(CSN2)=O)C1 6-fluoro-1H-2,1-benzothiazin-4(3H)-one